4-[8-({2,7-dimethylpyrazolo[3,4-c]pyridin-5-yl}carbamoyl)cinnolin-5-yl]piperazine-1-carboxylic acid tert-butyl ester C(C)(C)(C)OC(=O)N1CCN(CC1)C1=C2C=CN=NC2=C(C=C1)C(NC1=CC=2C(C(=N1)C)=NN(C2)C)=O